9-(((tetrahydro-2H-pyran-4-yl)methyl)amino)heptadecanedioic acid O1CCC(CC1)CNC(CCCCCCCC(=O)O)CCCCCCCC(=O)O